BrC1=C(C=O)C=C(C=C1)OC 2-bromo-5-methoxybenzaldehyde